N1N=NC(=C1)C1CN(C1)C(=O)OC(C)(C)C tert-Butyl 3-(1H-1,2,3-triazol-4-yl)azetidine-1-carboxylate